COC(C1=C(N=CC=C1)Br)=O 2-bromonicotinoic acid methyl ester